1,4-dioxetine O1C=CO1